C(C)(=O)NC1CN(CC1)C([C@@H](C)C1=CC(=C(C=C1)NC([C@H](C(C1CC1)C1CC1)NC(=O)C1=CC=NN1C(C)C)=O)F)=O N-((2S)-1-((4-((2S)-1-(3-acetamidopyrrolidin-1-yl)-1-oxopropan-2-yl)-2-fluorophenyl)amino)-3,3-dicyclopropyl-1-oxopropan-2-yl)-1-isopropyl-1H-pyrazole-5-carboxamide